4,7-diphenoxy-1,2-dihydroisoquinolinecarboxylic acid O(C1=CC=CC=C1)C1=CNC(C2=CC(=CC=C12)OC1=CC=CC=C1)C(=O)O